5-amino-4-formyl-N,N,2-trimethylbenzenesulfonamide NC=1C(=CC(=C(C1)S(=O)(=O)N(C)C)C)C=O